1,2-Phenylenedioxydiacetonitrile C1(=C(C=CC=C1)OCC#N)OCC#N